2-(((2R,3R,4S,5R)-5-(6-amino-2-chloro-9H-purin-9-yl)-4-fluoro-3-hydroxytetrahydrofuran-2-yl)methoxy)-2-((3-phenylisoxazol-5-yl)methyl)malonic acid NC1=C2N=CN(C2=NC(=N1)Cl)[C@H]1[C@H]([C@@H]([C@H](O1)COC(C(=O)O)(C(=O)O)CC1=CC(=NO1)C1=CC=CC=C1)O)F